ClC(C(=O)NC1=CC=C(C=C1)[N+](=O)[O-])Cl 2,2-dichloro-N-(4-nitrophenyl)acetamide